CS(=O)(=N)C1=CC=C(O1)C(=O)O 5-(methylsulfonimidoyl)furan-2-carboxylic acid